CN(S(=O)C(C)(C)C)C(C)C1=NC=CN=C1C=1OCC(NN1)=O N,2-dimethyl-N-[1-[3-(5-oxo-4H-1,3,4-oxadiazin-2-yl)pyrazin-2-yl]ethyl]propane-2-sulfinamide